2,5-dichloro-N-(3-fluorobenzyl)pyrimidine-4-amine ClC1=NC=C(C(=N1)NCC1=CC(=CC=C1)F)Cl